FC1=C2CC=CC3(CC4(OCCO4)CCC3)C2=CC=C1 5-fluoro-4H-dispiro[naphthalene-1,1'-cyclohexane-3',2''-[1,3]dioxolane]